C1OCC12CCN(CC2)C=2OC1=C(N2)C=C(C=C1)NC(=O)C=1C=CC2=C(N(CCO2)C)C1 4-methyl-3,4-dihydro-2H-benzo[1,4]oxazine-6-carboxylic acid [2-(2-oxa-7-aza-spiro[3.5]non-7-yl)-benzooxazol-5-yl]-amide